N-(4-(1-(2-chloroisonicotinoyl)-3-methyl-1,2,3,6-tetrahydropyridin-4-yl)-1H-pyrrolo[2,3-b]pyridin-6-yl)cyclopropylcarboxamide ClC=1C=C(C(=O)N2CC(C(=CC2)C2=C3C(=NC(=C2)NC(=O)C2CC2)NC=C3)C)C=CN1